[N-]1C=CC2=CC=CC=C12 indolide